2-chloro-8-(4-(1-methyl-4-(trifluoromethyl)-1H-imidazol-2-yl)benzyl)-6H-pyrimido[5,4-b][1,4]oxazin-7(8H)-one ClC=1N=CC=2OCC(N(C2N1)CC1=CC=C(C=C1)C=1N(C=C(N1)C(F)(F)F)C)=O